2-((1s,4s)-4-((2-((2-(1-(Cyclopropylsulfonyl)-1H-pyrazol-4-yl)pyrimidin-4-yl)amino)-5-(1-methyl-5-(trifluoromethyl)-1H-pyrazol-3-yl)pyridin-4-yl)amino)cyclohexyl)-N,N-dimethylacetamide C1(CC1)S(=O)(=O)N1N=CC(=C1)C1=NC=CC(=N1)NC1=NC=C(C(=C1)NC1CCC(CC1)CC(=O)N(C)C)C1=NN(C(=C1)C(F)(F)F)C